C(C1=CC=CC=C1)OC1=C(C=CC=C1C)C=1C=CC(=[N+](C1)[O-])C(N[C@H]1CS(C=C1)(=O)=O)=O (R)-5-(2-(benzyloxy)-3-methylphenyl)-2-((1,1-dioxido-2,3-dihydrothiophen-3-yl)carbamoyl)pyridine 1-oxide